NC=1C=CC(=C2CN(C(C12)=O)CC(C(=O)N)=C)C=1C=CC=2NC3=CC=CC=C3C2C1 2-{[7-amino-4-(9H-carbazol-3-yl)-1-oxo-2,3-dihydro-1H-isoindol-2-yl]methyl}prop-2-enamide